CC1=CC(OC(=C1)CC(C)C)=O 4-methyl-6-isobutyl-2H-pyran-2-one